OCCN1C2=C(OCC1=O)C=C(C=C2)NC2=CC=C(C=C2)N2CCC(CC2)C(F)(F)F 4-(2-hydroxyethyl)-7-((4-(4-(trifluoromethyl)piperidin-1-yl)phenyl)amino)-2H-benzo[b][1,4]oxazin-3(4H)-one